BrC1=C(C2=C(NC(N(C2=O)C(C(=O)OC(C)(C)C)(C)C)=O)S1)C tert-butyl 2-(6-bromo-5-methyl-2,4-dioxo-1,2-dihydrothieno[2,3-d]pyrimidin-3(4H)-yl)-2-methylpropionate